(1S,2S)-1-(2-methoxy-5-methylphenyl)-2-(5-methoxy-6-methylpyrazin-2-yl)-N-(2-methylquinoline-5-sulfonyl)cyclopropane-1-carboxamide COC1=C(C=C(C=C1)C)[C@]1([C@H](C1)C1=NC(=C(N=C1)OC)C)C(=O)NS(=O)(=O)C=1C=2C=CC(=NC2C=CC1)C